C(C)(C)N(C(C)C)NP(OCCC#N)O[C@@H]1[C@H](O[C@H]([C@@H]1OC)N1C(NC(C=C1)=O)=O)OCP(=O)(OC)OC 2-cyanoethyl ((2R,3S,4R,5R)-2-((dimethoxyphosphoryl)methoxy)-5-(2,4-dioxo-3,4-dihydropyrimidin-1(2H)-yl)-4-methoxytetrahydrofuran-3-yl) diisopropylaminophosphoramidite